BrC=1C=C(OCCCO)C=CC1 3-(3-bromophenoxy)propan-1-ol